tert-butyl 3-(7-bromo-6-chloro-8-fluoro-5-methoxy-2-(methylthio)quinazolin-4-yl)-3,8-diazabicyclo[3.2.1]octane-8-carboxylate BrC1=C(C(=C2C(=NC(=NC2=C1F)SC)N1CC2CCC(C1)N2C(=O)OC(C)(C)C)OC)Cl